Cl.N[C@H]1CCC2=C(NC1=O)N=CC(=C2)/C=C/C(=O)N(CC2=C(C1=C(S2)C=CC=C1)C)C (S,E)-3-(7-amino-8-oxo-6,7,8,9-tetrahydro-5H-pyrido[2,3-b]azepin-3-yl)-N-methyl-N-((3-methylbenzo[b]thiophen-2-yl)methyl)acrylamide hydrochloride